C(C)OC1=CC=C(CC2=C(C=C(C=C2)[C@@H]2O[C@@H]([C@H]([C@@H]([C@H]2O)O)O)CO)F)C=C1 (2S,3R,4R,5S,6R)-2-(4-(4-ethoxybenzyl)-3-fluorophenyl)-6-(hydroxymethyl)tetrahydro-2H-pyran-3,4,5-triol